8-hydroxy-3,3,5-trimethylisochroman-1-one OC=1C=CC(=C2CC(OC(C12)=O)(C)C)C